Ethyl (S)-3-((tert-butoxycarbonyl)amino)-3-(2'-chloro-5-cyclopropyl-4,4',6'-trifluoro-[1,1'-biphenyl]-3-yl)propanoate C(C)(C)(C)OC(=O)N[C@@H](CC(=O)OCC)C=1C=C(C=C(C1F)C1CC1)C1=C(C=C(C=C1F)F)Cl